4-((4-methylpiperidin-1-yl)methyl)benzaldehyde CC1CCN(CC1)CC1=CC=C(C=O)C=C1